The molecule is a fatty acyl-CoA(4-) arising from deprotonation of the phosphate and diphosphate functions of 2-hydroxydecanoyl-CoA; major species at pH 7.3. It derives from a decanoyl-CoA(4-). It is a conjugate base of a 2-hydroxydecanoyl-CoA. CCCCCCCCC(C(=O)SCCNC(=O)CCNC(=O)[C@@H](C(C)(C)COP(=O)([O-])OP(=O)([O-])OC[C@@H]1[C@H]([C@H]([C@@H](O1)N2C=NC3=C(N=CN=C32)N)O)OP(=O)([O-])[O-])O)O